3-(3-(acetoxyl(6-(trifluoromethyl)pyridin-3-yl)methyl)bicyclo[1.1.1]pentan-1-yl)benzoic acid O(C(=O)C)C(C12CC(C1)(C2)C=2C=C(C(=O)O)C=CC2)C=2C=NC(=CC2)C(F)(F)F